[O-]B1OB2OB(OB(O1)O2)[O-] 3,7-dioxido-2,4,6,8,9-pentaoxa-1,3,5,7-tetraborabicyclo[3.3.1]nonane